CC1N(CCC2=CC(=CC=C12)B1OC(C(O1)(C)C)(C)C)C(=O)OC(C)(C)C tert-butyl 1-methyl-6-(4,4,5,5-tetramethyl-1,3,2-dioxaborolan-2-yl)-3,4-dihydroisoquinoline-2(1H)-carboxylate